1,1-Diphenyl-N-(6-((5-(tri-fluoromethyl)pyridin-2-yl)oxy)-benzo[d][1,3]dioxol-4-yl)-methanimine C1(=CC=CC=C1)C(=NC1=CC(=CC=2OCOC21)OC2=NC=C(C=C2)C(F)(F)F)C2=CC=CC=C2